N-((1R,4r)-4-((R)-1-hydroxyethyl)cyclohexyl)-5-(1H-imidazol-1-yl)thieno[2,3-c]pyridine-7-carboxamide O[C@H](C)C1CCC(CC1)NC(=O)C=1N=C(C=C2C1SC=C2)N2C=NC=C2